C(#N)C1=C(C=CC=C1)NC1=NC(=CC(=C1)NC(OC(C)(C)C)=O)C(NC1CC2=CC=CC=C2C1)=O Tert-butyl (2-((2-cyanophenyl)amino)-6-((2,3-dihydro-1H-inden-2-yl)carbamoyl)pyridin-4-yl)carbamate